N-cyclopentyl-5-((1R,2R)-2-(tetrahydro-2H-pyran-4-ylamino)-cyclopropyl)thiophene-3-carboxamide C1(CCCC1)NC(=O)C1=CSC(=C1)[C@H]1[C@@H](C1)NC1CCOCC1